(R)-(1-(3-(3-(2-cyano-3-(diethylamino)-3-oxoprop-1-en-1-yl)phenethyl)ureido)-2-Phenylethyl)boronic acid C(#N)C(=CC=1C=C(CCNC(N[C@@H](CC2=CC=CC=C2)B(O)O)=O)C=CC1)C(=O)N(CC)CC